CC(C=CC(C)=O)=CC1=CC=C(C=C1)C 5-methyl-6-p-tolylhexa-3,5-dien-2-one